N(=[N+]=[N-])CCCNC1=NC(=NC(=N1)Cl)OC N-(3-azidopropyl)-4-chloro-6-methoxy-1,3,5-triazin-2-amine